O=C1NC(CCC1C1=NN(C2=C(C=CC=C12)NCCC1CN(CCC1)C(=O)OC(C)(C)C)C)=O tert-butyl 3-(2-((3-(2,6-dioxopiperidin-3-yl)-1-methyl-1H-indazol-7-yl)amino)ethyl)piperidine-1-carboxylate